2-(4-(allylselanyl)phenyl)-1H-benzo[d]imidazole C(C=C)[Se]C1=CC=C(C=C1)C1=NC2=C(N1)C=CC=C2